2-(4,6-diphenyl-1,3,5-triazin-2-yl)-5-((6-hydroxyhexyl)oxy)phenol C1(=CC=CC=C1)C1=NC(=NC(=N1)C1=CC=CC=C1)C1=C(C=C(C=C1)OCCCCCCO)O